N-(3-(2-aminoquinazolin-6-yl)-2,4-difluorophenyl)-3-chloro-5-(trifluoromethyl)benzenesulfonamide NC1=NC2=CC=C(C=C2C=N1)C=1C(=C(C=CC1F)NS(=O)(=O)C1=CC(=CC(=C1)C(F)(F)F)Cl)F